bicyclo[3.3.1]non-1-ene C12=CCCC(CCC1)C2